C(C)(=O)N1CCC(CC1)C1N(CC(CC1)C)C(C(=O)NC=1C=NC(=C(C1)C)N)=O 2-(1'-acetyl-5-methyl-[2,4'-Bipiperidin]-1-yl)-N-(6-amino-5-methylpyridin-3-yl)-2-oxoacetamide